(R)-3-(1-(2,6-dichloro-3-fluorophenyl)ethoxy)-5-(1-(piperidine-4-yl)-1H-pyrazol-4-yl)pyridin-2-amine ClC1=C(C(=CC=C1F)Cl)[C@@H](C)OC=1C(=NC=C(C1)C=1C=NN(C1)C1CCNCC1)N